OC1=C(C=2OC3=C(C(=CC(=C3C(C2)=O)O)O)O)C=CC=C1 2',5,7,8-tetrahydroxyflavone